ClC1=C2CN(C(C2=CC(=C1)CN1[C@H](CN(CC1)C)C(C)C)=O)C1=CC(=CC=C1)C1(CC(C1)(F)F)CC1=NN=CN1C (S)-4-chloro-2-(3-(3,3-difluoro-1-((4-methyl-4H-1,2,4-triazol-3-yl)methyl)cyclobutyl)phenyl)-6-((2-isopropyl-4-methylpiperazin-1-yl)methyl)isoindolin-1-one